3-((2,6-difluorobenzyl)oxy)aniline FC1=C(COC=2C=C(N)C=CC2)C(=CC=C1)F